trimethyl-pentamethyl-pentaphenyl-trisiloxane C[Si](O[Si](O[Si](C1=C(C(=C(C(=C1C)C)C)C)C)(C1=CC=CC=C1)C1=CC=CC=C1)(C1=CC=CC=C1)C1=CC=CC=C1)(C)C